7-methoxy-6-(((S)-1-methylpyrrolidin-3-yl)methoxy)cinnolin-4-amine COC1=C(C=C2C(=CN=NC2=C1)N)OC[C@@H]1CN(CC1)C